{trans-4-[4-methyl-5-({[4-(trifluoromethyl)pyridin-2-yl]oxy}methyl)-4H-1,2,4-triazol-3-yl]cyclohexyl}acetaldehyde CN1C(=NN=C1COC1=NC=CC(=C1)C(F)(F)F)[C@@H]1CC[C@H](CC1)CC=O